ClC1=CC2=C(NC(C(=C2C)C2=NN(C(C2)C2=CC=C(C=C2)C)C(CC)=O)=O)S1 2-chloro-4-methyl-5-(1-propionyl-5-(p-tolyl)-4,5-dihydro-1H-pyrazol-3-yl)thieno[2,3-b]pyridin-6(7H)-one